4-((2-hydroxyethyl)sulfonamido)-N-(2-oxo-1-(4-(2,2,2-trifluoroacetyl)piperazin-1-yl)-1,2-dihydropyridin-3-yl)-2-(6-azaspiro[2.5]octan-6-yl)benzamide OCCS(=O)(=O)NC1=CC(=C(C(=O)NC=2C(N(C=CC2)N2CCN(CC2)C(C(F)(F)F)=O)=O)C=C1)N1CCC2(CC2)CC1